C(CCCCCCCCCCC)C(C(=O)OCC(CO)(CO)CO)(S)CCC pentaerythritol dodecyl-propyl-thioglycolate